N1(CCOCC1)C=1C=CC=C(C1C(=O)[O-])O morpholinesalicylate